CC=1C(=NC=CC1)C=1SC=2C=NC(=CC2N1)NC1=NC(=C(C=C1)C1CCOCC1)CN[C@H]1COCC1 N-[2-(3-Methylpyridin-2-yl)-[1,3]thiazolo[5,4-c]pyridin-6-yl]-5-(oxan-4-yl)-6-({[(3R)-oxolan-3-yl]amino}methyl)pyridin-2-amine